NC1=C(C=CC(=C1)N)C1=CCC(C=C1)(N)N 2,4'-diamino-4,4'-diaminobiphenyl